BrC1=CC=C(C=C1)\C=C(/F)\C1CCN(CC1)C(=O)[O-] (Z)-4-(2-(4-bromophenyl)-1-fluorovinyl)piperidine-1-carboxylate